CN1C=NC(=C1C(=O)O)C 1,4-dimethyl-1H-imidazole-5-carboxylic acid